FC([C@H](C)N)(F)F (2S)-1,1,1-trifluoro-2-propylamine